N-[1-(3-bromo-2-fluoro-phenyl)-2-methyl-propyl]cyclopropylamine BrC=1C(=C(C=CC1)C(C(C)C)NC1CC1)F